N-[1-(dicyclopropylmethyl)-2-[4-(3,5-dimethylimidazol-4-yl)anilino]-2-oxo-ethyl]-2-methyl-pyrazole-3-carboxamide C1(CC1)C(C(C(=O)NC1=CC=C(C=C1)C=1N(C=NC1C)C)NC(=O)C=1N(N=CC1)C)C1CC1